2-amino-6-borono-2-(3-((4-chlorobenzyl)(methyl)amino)propyl)hexanoic acid NC(C(=O)O)(CCCCB(O)O)CCCN(C)CC1=CC=C(C=C1)Cl